COC=1C=C(C=C(C1OCC1=CC=NC=C1)OC)[C@H]1C2=CC3=C(OCO3)C=C2CC2=C1C(OC2)=O (5S)-5-[3,5-Dimethoxy-4-(pyridin-4-ylmethoxy)-phenyl]-5,9-dihydro-8H-furo[3',4':6,7]naphtho[2,3-d][1,3]dioxol-6-one